C(\C=C\C(=O)O)(=O)O.C(C)OC(=O)N1CC2(CC(C2)N2CCC(CC2)C2=CC=NN2C)CC1.C1(CCCC1)P(C1=CC(=CC(=C1)C(C)C)C(C)C)C1CCCC1 dicyclopentyl-(3,5-diisopropylphenyl)phosphine ethyl-cis-2-[4-(1-methyl-1H-pyrazol-5-yl)piperidin-1-yl]-6-azaspiro[3.4]octane-6-carboxylate fumarate